NCCN1CCN(CC1)C1=CC=C(C=C1)C1=NC(=NC2=CC=C(C=C12)Cl)N=C(N)N 2-(4-(4-(4-(2-aminoethyl)piperazin-1-yl)phenyl)-6-chloroquinazolin-2-yl)guanidine